C(C1=CC=CC=C1)C1C(NC(C(N1)=O)CC1=CC=C(C=C1)O)=O 3-Benzyl-6-(p-hydroxybenzyl)-2,5-diketopiperazin